2-methyl-N-(1,2,3,4-tetrahydroisoquinolin-6-yl)-4-(1,2,3,6-tetrahydropyridin-4-yl)benzamide bistrifluoroacetic acid salt FC(C(=O)O)(F)F.FC(C(=O)O)(F)F.CC1=C(C(=O)NC=2C=C3CCNCC3=CC2)C=CC(=C1)C=1CCNCC1